C(C)NC(=O)C1=CC=C2/C(/C(NC2=C1)=O)=C(\C1=CC=CC=C1)/NC1=CC=C(C=C1)N(S(=O)(=O)C)CCN(C(OC(C)(C)C)=O)C tert-butyl (Z)-(2-(N-(4-(((6-(ethylcarbamoyl)-2-oxoindolin-3-ylidene)(phenyl)methyl)amino)phenyl)methylsulfonamido)ethyl)(methyl)carbamate